N,N-dimethyl-N-(2-hydroxyethyl)-amine CN(CCO)C